1-[2-Methyl-5-(2-trifluoromethyl-pyridin-3-ylmethoxy)-benzofuran-3-yl]-cyclopropanecarbaldehyde CC=1OC2=C(C1C1(CC1)C=O)C=C(C=C2)OCC=2C(=NC=CC2)C(F)(F)F